methyl (((1R,3r)-3-((2-chloro-5-(((R)-2-fluoro-3-hydroxy-3-methylbutyl)carbamoyl)pyridin-4-yl)amino)-1-hydroxycyclobutyl)methyl)carbamate ClC1=NC=C(C(=C1)NC1CC(C1)(O)CNC(OC)=O)C(NC[C@H](C(C)(C)O)F)=O